1-((1H-Indol-4-yl)methyl)-N5-cyclopropyl-N3-methyl-1H-pyrazole-3,5-dicarboxamide N1C=CC2=C(C=CC=C12)CN1N=C(C=C1C(=O)NC1CC1)C(=O)NC